FC(F)SC=1N=C2N(N1)C(CC2F)C2=C(C=CC=C2)F 2-(difluoromethylsulfanyl)-7-fluoro-5-(2-fluorophenyl)-6,7-dihydro-5H-pyrrolo[1,2-b][1,2,4]triazole